2-(((S)-1-(((S)-1,1-bis(4-chlorophenyl)-1-hydroxypropan-2-yl)amino)-4-methyl-1-oxopentan-2-yl)carbamoyl)-4-methoxypyridin-3-yl isobutyrate C(C(C)C)(=O)OC=1C(=NC=CC1OC)C(N[C@H](C(=O)N[C@H](C(O)(C1=CC=C(C=C1)Cl)C1=CC=C(C=C1)Cl)C)CC(C)C)=O